OC=1C=C(C2=CC=CC=C2C1)C1(CC1)NC(C1=C(C=CC(=C1)OCC1N(CC1)C)C)=O N-(1-(3-hydroxynaphthalen-1-yl)cyclopropyl)-2-methyl-5-((1-methylazetidin-2-yl)methoxy)benzamide